3-(benzo[b]naphtho[1,2-d]thiophen-1-yl)aniline C1(=CC=CC=2C=CC3=C(C4=C(S3)C=CC=C4)C12)C=1C=C(N)C=CC1